ClC1=CC(=C(C=O)C=C1)OC1=CC=C(C=C1)C1=CN=C(N1C)CN1C[C@@H](CC1)F (R)-4-chloro-2-(4-(2-((3-fluoropyrrolidin-1-yl)methyl)-1-methyl-1H-imidazol-5-yl)phenoxy)benzaldehyde